C(C(C)(C)C)(=O)OCC[C@H]1OC(O[C@@H]1C1=C(C=CC=C1)Cl)(CC)CC 2-((4R,5R)-2,2-diethyl-5-(2-chlorophenyl)-1,3-dioxolan-4-yl)ethyl pivalate